ethyl (S)-3-(3-(1-ethyl-4-hydroxy-5-methyl-2-oxo-1,2-dihydropyridin-3-yl)ureido)-3-(4'-methyl biphenyl-3-yl)propanoate C(C)N1C(C(=C(C(=C1)C)O)NC(N[C@@H](CC(=O)OCC)C=1C=C(C=CC1)C1=CC=C(C=C1)C)=O)=O